CC=1C(=NC2=CC(=CC=C2C1)N)N methylquinoline-2,7-diamine